ClC1=C(C=2N=C(NC(C2C(=N1)OCC)=O)SC)F 7-chloro-5-ethoxy-8-fluoro-2-methylsulfanyl-3H-pyrido[4,3-d]pyrimidin-4-one